ClC1=C(C=C2C=C(N=CC2=C1)NC(=O)[C@H]1[C@@](C1)(C1=NC=CC=C1)C)C1CCN(CC1)[C@]1(COC[C@H]1O)C (1R,2R)-N-(7-chloro-6-(1-((3S,4S)-4-hydroxy-3-methyltetrahydrofuran-3-yl)piperidin-4-yl)isoquinolin-3-yl)-2-methyl-2-(pyridin-2-yl)cyclopropane-1-carboxamide